ClC1=C(C=C(C=C1)N1C(CN(CC1)C(=O)C1CCOCC1)=O)C=1N=C2N(C=CC=C2)C1C 1-(4-chloro-3-(3-methylimidazo[1,2-a]pyridin-2-yl)phenyl)-4-(tetrahydro-2H-pyran-4-carbonyl)piperazin-2-one